ethyl (2-(3-(5-((dicyclopropylmethyl)carbamoyl)-1-(2-hydroxy-2-methylpropyl)-1H-pyrazol-3-yl)phenyl)oxazole-5-carbonyl)-L-valinate C1(CC1)C(C1CC1)NC(=O)C1=CC(=NN1CC(C)(C)O)C=1C=C(C=CC1)C=1OC(=CN1)C(=O)N[C@@H](C(C)C)C(=O)OCC